C(C(C)C)O[Zr](CC)(CC)OCC(C)C DiisobutoxydiethylZirconium